(6-iodo-8-(4-(trifluoromethoxy)phenyl)quinoxalin-5-yl)methanol IC=1C(=C2N=CC=NC2=C(C1)C1=CC=C(C=C1)OC(F)(F)F)CO